2,6-Dichloro-4-trifluoromethylbenzene ClC1=CC(=CC(=C1)C(F)(F)F)Cl